(6aR,8R)-2-methyl-5-(4-(trifluoromethyl)phenyl)-6,6a,7,8,9,10-hexahydro-5H-dipyrido[1,2-a:3',2'-e]pyrazine-8-carboxylic acid CC=1C=CC=2N(C[C@@H]3N(C2N1)CC[C@H](C3)C(=O)O)C3=CC=C(C=C3)C(F)(F)F